C1CCCC2CC=CC=C12 hexahydronaphthalen